C(C1=CC=CC=C1)OC(=O)N[C@H](C(=O)O)C(C)C (2S)-2-(benzyloxycarbonylamino)-3-methyl-butyric acid